1-Tert-butyl-3-fluoro-N-{4-methyl-3-[7-(morpholin-4-yl)pyrazolo[1,5-a]pyridin-5-yl]phenyl}pyrazole-4-carboxamide C(C)(C)(C)N1N=C(C(=C1)C(=O)NC1=CC(=C(C=C1)C)C1=CC=2N(C(=C1)N1CCOCC1)N=CC2)F